ethyl 2-(4-(7-chloro-4-(1H-imidazol-1-yl) quinolin-2-yl) piperazin-1-yl)-2-oxoacetate ClC1=CC=C2C(=CC(=NC2=C1)N1CCN(CC1)C(C(=O)OCC)=O)N1C=NC=C1